4-trifluoromethyl-4-(4,4,5,5-tetramethyl-1,3,2-dioxaborolan-2-yl)benzonitrile FC(C1(CC=C(C#N)C=C1)B1OC(C(O1)(C)C)(C)C)(F)F